BrC1=C(C(=CC(=C1)F)C(NC1CC1)=O)NC(=O)C1(CCOCC1)C N-[2-bromo-6-(cyclopropylcarbamoyl)-4-fluoro-phenyl]-4-methyl-tetrahydropyran-4-carboxamide